(P)-(E)-3-chloro-4-((3,5-difluoropyridin-2-yl)methoxy)-2'-(3-(dimethyl-amino)acryloyl)-5',6-dimethyl-2H-[1,4'-bipyridin]-2-one ClC=1C(N(C(=CC1OCC1=NC=C(C=C1F)F)C)C1=CC(=NC=C1C)C(\C=C\N(C)C)=O)=O